FC(C(=O)O)(F)F.C1(CC1)CN1C(=CC2=CC=CC=C12)C1=NC=2C=C(C=C3OCCN1C23)C(=O)N2C[C@@H](CCC2)NC(\C=C\CN(C)C)=O (R,E)-N-(1-(2-(1-(cyclopropylmethyl)-1H-indol-2-yl)-3,4-dihydro-5-oxa-1,2a-diazaacenaphthylene-7-carbonyl)piperidin-3-yl)-4-(dimethylamino)but-2-enamide Trifluoroacetic Acid Salt